(S)-2-((4-(6-((4-cyano-2-fluorobenzyl)oxy)pyridin-2-yl)-5-methyl-6-oxopyridazin-1(6H)-yl)methyl)-1-(oxetan-2-ylmethyl)-1H-benzo[d]imidazole-6-carboxylic acid C(#N)C1=CC(=C(COC2=CC=CC(=N2)C=2C=NN(C(C2C)=O)CC2=NC3=C(N2C[C@H]2OCC2)C=C(C=C3)C(=O)O)C=C1)F